(rac)-(6-(3-Cyclopropyl-4-methylphenoxy)-2-azaspiro[3.4]octan-2-yl)((1s,3s)-3-hydroxy-3-methylcyclobutyl)methanone C1(CC1)C=1C=C(O[C@H]2CC3(CN(C3)C(=O)C3CC(C3)(C)O)CC2)C=CC1C |r|